2,3,4,5,6-Pentafluorophenyl 5-[(diethoxyphosphoryl)carbonyl]-1H-indole-2-carboxylate C(C)OP(=O)(OCC)C(=O)C=1C=C2C=C(NC2=CC1)C(=O)OC1=C(C(=C(C(=C1F)F)F)F)F